FC1=C(C=CC(=C1F)C)C1C(=C(NC=2N1N=C(C2)CN(C)C)C)C(=O)NC=2C=C1C=CN=CC1=CC2 7-(2,3-difluoro-4-methylphenyl)-2-((dimethylamino)methyl)-N-(isoquinolin-6-yl)-5-methyl-4,7-dihydropyrazolo[1,5-a]pyrimidine-6-carboxamide